N1,N1,N1,N3,N3,N3,N5,N5,N5-nonamethyl-1,3,5-benzentrimethanaminium triiodide [I-].[I-].[I-].C[N+](CC1=CC(=CC(=C1)C[N+](C)(C)C)C[N+](C)(C)C)(C)C